2-(1-(2-(2,6-dioxopiperidin-3-yl)-1,3-dioxoisoindolin-5-yl)piperidin-4-yl)acetaldehyde O=C1NC(CCC1N1C(C2=CC=C(C=C2C1=O)N1CCC(CC1)CC=O)=O)=O